FC1=C(C=C(C=C1)[C@H](C)N)OC (S)-1-(4-fluoro-3-methoxyphenyl)ethan-1-amine